C(C)C1=C(C=C(C(=O)O)C=C1)S(NC1=C(C=CC(=C1)C(F)(F)F)N1C[C@@H](CCC1)F)(=O)=O (R)-4-Ethyl-3-(N-(2-(3-fluoropiperidin-1-yl)-5-(trifluoromethyl)phenyl)sulfamoyl)benzoic acid